ClC1=C(CN(S(=O)(=O)C)CC2=C(C=C(C=C2)OC)OC)C=C(C(=C1)N1N=C(C=2C=NC(=CC21)Cl)I)OC N-(2-Chloro-4-(6-chloro-3-iodo-1H-pyrazolo[4,3-c]pyridin-1-yl)-5-methoxybenzyl)-N-(2,4-dimethoxybenzyl)methanesulfonamide